CC1(CCCCC1)C(=O)O 1-methylcyclohexanecarboxylic acid